CC1=CNC2=CC=C(C=C12)OCCCC(=O)O 4-(3-methylindole-5-yloxy)butyric acid